C(C)OC(C(C(=O)OCC)=CNC=1C=NC=CC1C1=CC(=CC(=C1)Cl)Cl)=O.NC=1C2=C(N=CN1)N(C=C2C2=CC=C(C=C2)N)CC(C)=O 1-(4-amino-5-(4-aminophenyl)-7H-pyrrolo[2,3-d]pyrimidin-7-yl)propan-2-one Diethyl-({[4-(3,5-dichlorophenyl)pyridin-3-yl]amino}methylene)malonate